(2RS)-N3-(7,8-dihydrobenzofuro[4,5-d]thiazol-2-yl)-2-methylhex-4-yne-1,3-diamine N1=C(SC2=C1C=1CCOC1C=C2)NC([C@@H](CN)C)C#CC |r|